C1(CC1)CN1C=NC=C1 cyclopropylmethyl-1H-imidazole